N-[2-(4-formylcyclohexyl)-5-(1-hydroxyl-methyl-ethyl)-1,3-benzothiazol-6-yl]-6-(trifluoromethyl)pyridine-2-carboxamide C(=O)C1CCC(CC1)C=1SC2=C(N1)C=C(C(=C2)NC(=O)C2=NC(=CC=C2)C(F)(F)F)C(C)(O)C